(Z)-1-(3-(3-(2-fluorophenyl)-4-oxo-3,4-dihydrophthalazin-1-yl)phenyl)-N-isopropylmethanimine oxide FC1=C(C=CC=C1)N1N=C(C2=CC=CC=C2C1=O)C=1C=C(C=CC1)\C=[N+](\C(C)C)/[O-]